3-(ethoxysilyl)-propyltetrasulfide C(C)O[SiH2]CCCSSSSCCC[SiH2]OCC